7-(4-(cyclopropylmethoxy)-5-(1-methylpiperidin-4-yl)-1H-benzo[d]imidazol-2-yl)-6-methoxy-1H-Pyrrolo[3,2-c]pyridine-3-carbonitrile C1(CC1)COC1=C(C=CC=2NC(=NC21)C=2C1=C(C=NC2OC)C(=CN1)C#N)C1CCN(CC1)C